2,3-bis(2-fluorophenyl)-6-nitroquinoline FC1=C(C=CC=C1)C1=NC2=CC=C(C=C2C=C1C1=C(C=CC=C1)F)[N+](=O)[O-]